C(=O)(O)COC1=C(C=C(C=C1)C=CC(=O)O)OC 3-(4-(carboxymethoxy)-3-methoxyphenyl)acrylic acid